FC1=C(C=CC(=C1)C1=NOC(=N1)C(F)(F)F)CNS(=O)(=O)CCCC N-[[2-fluoro-4-[5-(trifluoromethyl)-1,2,4-oxadiazol-3-yl]phenyl]methyl]butane-1-sulfonamide